1-(2-methylphenyl)-3-[1-(2-methylpropyl)-5-oxopyrrolidin-3-yl]urea CC1=C(C=CC=C1)NC(=O)NC1CN(C(C1)=O)CC(C)C